tributyl-tetradecylphosphine Benzyl-2-(3-chloro-4-(methoxycarbonyl)phenyl)-4-ethoxypiperidine-1-carboxylate C(C1=CC=CC=C1)OC(=O)N1C(CC(CC1)OCC)C1=CC(=C(C=C1)C(=O)OC)Cl.C(CCC)C(CCCCCCCCCCCCCP)(CCCC)CCCC